N,N'-dicarboxypropyl-4,4'-bipyridine C(=O)(O)N1C(=CC(C=C1)=C1C=CN(C=C1)C(=O)O)CCC